ClC=1C=C(C=CC1Cl)N1CC(CC1)C=1C=NC=C(C(=O)O)C1 5-(1-(3,4-dichlorophenyl)pyrrolidin-3-yl)nicotinic acid